2-ethyl-4-(o-tolyl)-6-phenylpyridine C(C)C1=NC(=CC(=C1)C1=C(C=CC=C1)C)C1=CC=CC=C1